OC1=C(C=C(C=C1)C=O)C(F)(F)F 4-hydroxy-3-(trifluoromethyl)benzene-1-carboxaldehyde